ClC1=C(C=CC(=C1)Cl)C=1N(C=CC1C#N)S(=O)(=O)C1=CC=CC=C1 2-(2,4-dichlorophenyl)-1-(phenylsulfonyl)-1H-pyrrole-3-carbonitrile